FC1=CC=C(C=C1)C1(CN(C1)C(=O)OCCCC)NC(=O)C1=NN2C(C(NC(=C2)C2=CC3=CC=CC=C3C=C2)=O)=C1 butyl 3-(4-fluorophenyl)-3-({[6-(naphthalen-2-yl)-4-oxo-4,5-dihydropyrazolo-[1,5-a]pyrazin-2-yl]carbonyl}amino)azetidine-1-carboxylate